Chromium Carbon 3-((2-chloro-3-((dimethyl(oxo)-λ6-sulfanylidene)amino)-4-fluoroPhenyl)thio)propionic acid methyl ester COC(CCSC1=C(C(=C(C=C1)F)N=S(=O)(C)C)Cl)=O.[C].[Cr]